ethyl 2-(4-(1-chloroethyl) phenoxy)-2-methylpropionate ClC(C)C1=CC=C(OC(C(=O)OCC)(C)C)C=C1